FC(C1=NC2=C(N1C1=NC(=CC(=N1)N1CCN(CC1)C(CN1CCCC1)=O)N1CCOCC1)C=CC=C2OC)F 2-{4-{2-[2-(difluoromethyl)-4-methoxy-1H-benzo[d]imidazol-1-yl]-6-morpholinopyrimidin-4-yl}piperazin-1-yl}-2-oxoethylpyrrolidine